B(O)(O)OB(O)O.O(C1=CC=CC=C1)C(C(O)(C)C(C)(C)O)OC1=CC=CC=C1 diphenoxypinacol diborate